C1(=CC=CC=C1)N1NC(=NC1=O)C 1-phenyl-3-methyl-1H-1,2,4-triazol-5-one